C1C=CN(C=C1C(=O)N)[C@H]2[C@@H]([C@@H]([C@H](O2)CO)O)O The molecule is a pyridine nucleoside consisting of 1,4-dihydronicotinamide with a beta-D-ribofuranosyl moiety at the 1-position. It is a dihydropyridine and a pyridine nucleoside.